6-methyl-1H-pyrazolo[3,4-d]pyrimidin CC1=NC=C2C(=N1)NN=C2